2-(2-Aminoethyl)-6-bromo-2H-indazole-3-carboxylic acid methyl ester COC(=O)C=1N(N=C2C=C(C=CC12)Br)CCN